4-(5-(2-((5-chloro-2-methylphenyl)amino)-7H-pyrrolo[2,3-d]pyrimidin-7-yl)-2-fluorophenyl)-2-(thiazol-2-yl)but-3-yn-2-ol ClC=1C=CC(=C(C1)NC=1N=CC2=C(N1)N(C=C2)C=2C=CC(=C(C2)C#CC(C)(O)C=2SC=CN2)F)C